FC=1C=C(C=CC1OC1=C2C(=NC=C1)C=C(S2)C2=NC=C(C=C2)CNCCOC)NC(=O)C=2C(N(C=CC2OC)C2=CC=C(C=C2)F)=O N-(3-fluoro-4-{[2-(5-{[(2-methoxyethyl)amino]methyl}pyridin-2-yl)thieno[3,2-b]pyridin-7-yl]oxy}phenyl)-1-(4-fluorophenyl)-4-methoxy-2-oxo-1,2-dihydropyridine-3-carboxamide